1,5-bis(dimethoxymethylsilyl)pentane COC(OC)[SiH2]CCCCC[SiH2]C(OC)OC